Br.BrCC(=O)C=1C=NC=CC1 3-(2-bromoacetyl)pyridine hydrobromide